4'-(Methylcarbamoyl)biphenyl CNC(=O)C1=CC=C(C=C1)C1=CC=CC=C1